O=C(CC[C@H]1NC(OC1)=O)N1CC2(C1)CCC(CC2)OC=2N=NC(=CC2)C(F)(F)F (4R)-4-[3-Oxo-3-[7-[6-(trifluoromethyl)pyridazin-3-yl]oxy-2-azaspiro[3.5]nonan-2-yl]propyl]oxazolidin-2-one